N-(5-bromo-6-(2-chloro-5-fluorobenzoyl)-3-oxo-3,4-dihydrospiro[benzo[1,4]oxazine-2,1'-cyclopropan]-7-yl)-3-fluoro-5-(trifluoromethyl)benzamide BrC1=C(C(=CC2=C1NC(C1(CC1)O2)=O)NC(C2=CC(=CC(=C2)C(F)(F)F)F)=O)C(C2=C(C=CC(=C2)F)Cl)=O